2,6-dibenzoyl-pyridine C(C1=CC=CC=C1)(=O)C1=NC(=CC=C1)C(C1=CC=CC=C1)=O